SCC1(CC1)CC(=O)[O-].[Li+].[Li+].CC=1C=C(C=CC1)C1=NOC(=N1)C1CCNCC1.SCC1(CC1)CC(=O)[O-] 4-[3-(3-methylphenyl)-1,2,4-oxadiazol-5-yl]piperidine dilithium 1-(mercaptomethyl)cyclopropylacetate